N=1SN=C2C1C=CC(=C2)S(=O)(=O)N2CC1=C(C2)CN(C1)C(=O)N[C@@H](C)C1=CC=CC=C1 5-(2,1,3-Benzothiadiazole-5-sulfonyl)-N-[(1S)-1-phenylethyl]-1H,2H,3H,4H,5H,6H-pyrrolo[3,4-c]pyrrole-2-carboxamide